Cl.C(C1=CC=CC=C1)OC(=O)N1C[C@H](NCC1)CO.OC=1C=C(C=CC1)CC(=O)NC=1SC(=C(N1)C=1C=C2CCN(C2=CC1)C(C1=C(C=CC=C1)C)=O)C 2-(3-hydroxyphenyl)-N-(5-methyl-4-(1-(2-methylbenzoyl)indolin-5-yl)thiazol-2-yl)acetamide Benzyl-(S)-3-(hydroxymethyl)piperazine-1-carboxylate hydrochloride